C(C)(=O)OC=1C(=NC=CC1OC)C(N[C@H](C(=O)NC1CC(C1)(F)F)C)=O (S)-2-((1-((3,3-difluorocyclobutyl)amino)-1-oxopropan-2-yl)carbamoyl)-4-methoxypyridin-3-yl acetate